thiononanoic acid C(CCCCCCCC)(=S)O